((6-(((6-(trifluoromethyl)pyridin-3-yl)methyl)amino)pyridin-3-yl)methyl)carbonic acid FC(C1=CC=C(C=N1)CNC1=CC=C(C=N1)COC(O)=O)(F)F